1-(Imidazo[1,2-a]pyrazin-3-ylmethyl)-N-(3-((4-methylpiperazin-1-yl)methyl)-5-(trifluoromethyl)phenyl)indolin-6-carboxamid N=1C=C(N2C1C=NC=C2)CN2CCC1=CC=C(C=C21)C(=O)NC2=CC(=CC(=C2)C(F)(F)F)CN2CCN(CC2)C